[Al+3].C(C)P([O-])(=O)C.[N+](=O)([O-])C1=CC=C(C(=O)N)C=C1.C(C)P([O-])(=O)C.C(C)P([O-])(=O)C (p-nitrobenzamide) ethyl-methylphosphinate aluminum salt